(2S,3R,5R)-4-[[3-(3-chloro-4-fluoro-2-methoxy-phenyl)-5-methyl-5-(trifluoromethyl)tetrahydrofuran-2-carbonyl]amino]pyridine-2-carboxamide ClC=1C(=C(C=CC1F)[C@@H]1[C@H](O[C@](C1)(C(F)(F)F)C)C(=O)NC1=CC(=NC=C1)C(=O)N)OC